5-((4-chlorobenzyl)oxy)thiazol-2-amine ClC1=CC=C(COC2=CN=C(S2)N)C=C1